2-cyano-N-(4-fluorobenzyl)acetamide C1=CC(=CC=C1CNC(=O)CC#N)F